2''-(difluoromethyl)-3-fluoro-5''-methoxy-2-oxo-2H-[1,2':4',4''-terpyridin]-5'-carboxamide FC(C1=NC=C(C(=C1)C1=CC(=NC=C1C(=O)N)N1C(C(=CC=C1)F)=O)OC)F